[K].[K].COC(=O)C=1C=C(C=C(C1)C(=O)OC)P(O)(=O)O 3,5-bis(methoxycarbonyl)benzenephosphonic acid dipotassium